3-[2-Bromo-3-fluoro-4-(4-methyl-6-oxo-4,5-dihydro-1H-pyridazin-3-yl)phenoxy]-2,2-difluoropropyl benzoate C(C1=CC=CC=C1)(=O)OCC(COC1=C(C(=C(C=C1)C1=NNC(CC1C)=O)F)Br)(F)F